O=C1NC2=C(OC1)C=CC(=C2)B(O)O (3-oxo-3,4-dihydro-2H-benzo[B][1,4]oxazine-6-yl)boronic acid